ClC=1N=C(C2=C(N1)C(=C(N=C2)Cl)F)N2C[C@@]1(CCO1)CCC2 (S)-6-(2,7-dichloro-8-fluoropyrido[4,3-d]pyrimidin-4-yl)-1-oxa-6-azaspiro[3.5]nonane